6-(3-amino-5-fluoro-6-(4-(4-isopropylpiperazin-1-yl)phenyl)pyrazin-2-yl)-4,7-difluoroisoquinolin-1(2H)-one NC=1C(=NC(=C(N1)F)C1=CC=C(C=C1)N1CCN(CC1)C(C)C)C=1C=C2C(=CNC(C2=CC1F)=O)F